2-(2-ethoxyethoxy)ethyl 3-(2,5-dichlorothiophen-3-yl)-2-acetamidopropanoate ClC=1SC(=CC1CC(C(=O)OCCOCCOCC)NC(C)=O)Cl